1,3,5-tricarboxyl-pentane C(=O)(O)CCC(CCC(=O)O)C(=O)O